9-(2,3-difluoro-6-(2-morpholinothiazol-4-yl)phenoxy)-N-(5-((4-(2,4-dioxotetrahydropyrimidin-1(2H)-yl)-phenyl)amino)-5-oxopentyl)nonan-amide FC1=C(OCCCCCCCCC(=O)NCCCCC(=O)NC2=CC=C(C=C2)N2C(NC(CC2)=O)=O)C(=CC=C1F)C=1N=C(SC1)N1CCOCC1